Sodium (2S)-2-((S)-2-(((((1R,3s,5S)-bicyclo[3.3.1]nonan-3-yl)methoxy-d2)carbonyl)amino)-4-methylpentanamido)-1-hydroxy-3-((S)-2-oxopyrrolidin-3-yl)propane-1-sulfonate [C@@H]12CC(C[C@@H](CCC1)C2)C(OC(=O)N[C@H](C(=O)N[C@H](C(S(=O)(=O)[O-])O)C[C@H]2C(NCC2)=O)CC(C)C)([2H])[2H].[Na+]